2-(4-cyclopropyl-6-methoxypyrimidin-5-yl)-7-(4-(1-methyl-4-(trifluoromethyl)-1H-imidazol-2-yl)benzyl)benzo[d]oxazole C1(CC1)C1=NC=NC(=C1C=1OC2=C(N1)C=CC=C2CC2=CC=C(C=C2)C=2N(C=C(N2)C(F)(F)F)C)OC